tert-butyl 4-(4-aminophenoxy)piperidine-1-carboxylate NC1=CC=C(OC2CCN(CC2)C(=O)OC(C)(C)C)C=C1